N1N=CC2=CC=C(C=C12)C1=CN=C2N1N=C(C=C2)N2C[C@@H](O[C@@H](C2)C)C (2S,6R)-4-(3-(1H-indazol-6-yl)imidazo[1,2-b]pyridazin-6-yl)-2,6-dimethylmorpholine